NC1=NC=2C=C(C(=CC2C2=C1COC2)C(=O)N(C)CC2=NC=C(C=C2)C#N)F 4-amino-N-((5-cyano-2-pyridinyl)methyl)-7-fluoro-N-methyl-1,3-dihydrofuro[3,4-c]quinoline-8-carboxamide